3-bromo-2-(bromomethyl)-1-(morpholine-4-carbonyl)quinolin-4(1H)-one BrC1=C(N(C2=CC=CC=C2C1=O)C(=O)N1CCOCC1)CBr